CC(=C)C(=O)OCC(C)(COC(=O)C(=C)C)COC(=O)C(=C)C trimethylolethane trimethacrylate